tris[3-bromo-2,2-bis(bromomethyl) propyl]Phosphate BrCC(COP(=O)(OCC(CBr)(CBr)CBr)OCC(CBr)(CBr)CBr)(CBr)CBr